1-(3,5-dichloropyridin-2-yl)-N-{2-fluoro-3-[6-oxo-4-(trifluoromethyl)-1,6-dihydropyrimidine-2-yl]-4-(trifluoromethyl)benzyl}piperidine-4-carboxamide ClC=1C(=NC=C(C1)Cl)N1CCC(CC1)C(=O)NCC1=C(C(=C(C=C1)C(F)(F)F)C=1NC(C=C(N1)C(F)(F)F)=O)F